NC=1C=CC=2NC3=CC=C(C=C3C2C1)N L-3,6-diaminocarbazole